C(C)(C)(C)OC(NCCCCN(CC(CCCCCCCCCCCC)O)CC(CCCCCCCCCCCC)O)=O (4-(bis(2-hydroxytetradecyl)amino)butyl)carbamic acid tert-butyl ester